FC=1C=C(C=CC1C=1CCNCC1)NC(=O)C=1SC(=CC1)C=1CCNCC1 N-(3-fluoro-4-(1,2,3,6-tetrahydropyridin-4-yl)phenyl)-5-(1,2,3,6-tetrahydropyridin-4-yl)thiophene-2-carboxamide